tert-butyl 6-[7-(4-fluoro-2-methoxy-phenyl)-6-(trifluoromethyl-sulfonyloxy)thieno[3,2-c]pyridin-4-yl]-3,4-dihydro-1H-isoquinoline-2-carboxylate FC1=CC(=C(C=C1)C=1C2=C(C(=NC1OS(=O)(=O)C(F)(F)F)C=1C=C3CCN(CC3=CC1)C(=O)OC(C)(C)C)C=CS2)OC